N-(2,2-Difluoro-3β,7β-dihydroxy-5β-cholan-24-oyl)-1,1-dioxidotetrahydro-2H-thiopyran-3-ylamin FC1([C@@H](C[C@H]2C[C@@H]([C@H]3[C@@H]4CC[C@H]([C@@H](CCC(=O)NC5CS(CCC5)(=O)=O)C)[C@]4(CC[C@@H]3[C@]2(C1)C)C)O)O)F